6-(5-{[3-(4-fluorophenyl)-3-hydroxypropyl]carbamoyl}-1-methyl-1H-pyrazol-3-yl)-N-methyl-1H-indazole-3-carboxamide FC1=CC=C(C=C1)C(CCNC(=O)C1=CC(=NN1C)C1=CC=C2C(=NNC2=C1)C(=O)NC)O